(3aR,5r,6aS)-2-acetyl-N-(5-chloro-4-(5-cyano-2,2-dimethyl-2,3-dihydro-1H-pyrrolizin-7-yl)pyridin-2-yl)octahydrocyclopenta[c]pyrrole-5-carboxamide C(C)(=O)N1C[C@@H]2[C@H](C1)CC(C2)C(=O)NC2=NC=C(C(=C2)C=2C=C(N1CC(CC21)(C)C)C#N)Cl